6-(2-cyclopropyl-6-fluoro-4-(2-methyl-2H-indazol-4-yl)benzyl)-6,7-dihydro-5H-pyrrolo[3,4-b]pyridin-5-one-7,7-d2 C1(CC1)C1=C(CN2C(C3=NC=CC=C3C2=O)([2H])[2H])C(=CC(=C1)C=1C2=CN(N=C2C=CC1)C)F